C(C)(=O)OC[C@@H]1O[C@@H]([C@H]([C@H]([C@H]1CC(=O)O)CC(=O)O)CC(=O)O)OCCCON1C(C2=CC=CC=C2C1=O)=O.NCCC(CC[Si](OC)(OC)OC)N γ-aminoethyl-aminopropyl-trimethoxysilane (2R,3R,4S,5S,6S)-2-(acetoxymethyl)-6-(3-((1,3-dioxoisoindolin-2-yl)oxy)propoxy)tetrahydro-2H-pyran-3,4,5-triyl-triacetate